C(C)(=O)[O-].C(CCCCCC)[N+]1=C(C=CC=C1)CCCC 1-heptyl-2-butylpyridinium acetate